[(6,6'-bis(naphthalen-2-yl)[1,1'-binaphthalene]-2,2'-diyl)bis(oxy[1,1'-biphenyl]-2,5-diyl)]dimethanol C1=C(C=CC2=CC=CC=C12)C=1C=C2C=CC(=C(C2=CC1)C1=C(C=CC2=CC(=CC=C12)C1=CC2=CC=CC=C2C=C1)OC1=C(C=C(C=C1)CO)C1=CC=CC=C1)OC1=C(C=C(C=C1)CO)C1=CC=CC=C1